C(C)OC1=CC=C(C=C1)C(C(=O)C1=CC=CC=C1)CC(=O)C1=CC=CC=C1 2-(4-ethoxyphenyl)-1,4-diphenyl-butane-1,4-dione